ClC=1C=CC=2N(C1)C(=CN2)C2=NC=CC(=N2)Cl 6-chloro-3-(4-chloro-pyrimidin-2-yl)-imidazo[1,2-a]Pyridine